(2S)-2-hydroxy-3-methoxy-propionic acid O[C@H](C(=O)O)COC